ClC1=CC(=C(C=C1)C1=CC=CC=C1)C1=NN=CN1C 4'-chloro-2'-(4-methyl-4H-1,2,4-triazol-3-yl)-[1,1'-biphenyl]